C(C)[Si](CCCCCCCC)(CC)CC triethyl(octyl)silane